ClC1=C(C=NC2=C(C=CC=C12)C1=CC(=CC(=C1)Cl)Cl)C(=O)Cl 4-chloro-8-(3,5-dichlorophenyl)quinoline-3-carbonyl chloride